C(C)(C)(C)OC(NCC1=NNC(C2=CC=C(C=C12)C=1C=NN(C1C1=C(C(=CC(=C1)CC)CC)C#N)C)=O)=O.C(C)N(CCC)C(=C(N(CC)CCC)N(CC)CCC)[SiH3] tri(ethylpropylamino)vinylsilane tert-butyl-N-[[7-[5-(2-cyano-3,5-diethyl-phenyl)-1-methyl-pyrazol-4-yl]-4-oxo-3H-phthalazin-1-yl]methyl]carbamate